(S)-(+)-4-nitro-7-(3-aminopyrrolidin-1-yl)-2,1,3-benzoxadiazole C1CN(C[C@H]1N)C2=CC=C(C3=NON=C23)[N+](=O)[O-]